C(C1=CC=CC=C1)NC1=C2C=C(N=CC2=CC(=N1)C1=C(C(=CC(=C1Cl)OC)OC)Cl)N[C@H]1[C@H](COC1)NC(C=C)=O N-((3R,4S)-4-((5-(benzylamino)-7-(2,6-dichloro-3,5-dimethoxyphenyl)-2,6-naphthyridin-3-yl)amino)tetrahydrofuran-3-yl)acrylamide